5-(2,4-Bis-benzyloxy-5-isobutyl-phenyl)-isoxazole-3-carboxylic Acid Ethylamide C(C)NC(=O)C1=NOC(=C1)C1=C(C=C(C(=C1)CC(C)C)OCC1=CC=CC=C1)OCC1=CC=CC=C1